C1(CCCCC1)C(COC)(COC)CCC(CC(C)C)C 2-cyclohexyl-2-(3,5-dimethylhexyl)-1,3-dimethoxypropane